NCC1=CC(=C(C=C1)NC(=O)C1=CC2=C(OCCC3=C2SC=C3)C=C1C=1C(=NC(=CC1)C(NCCC)=O)C(=O)O)OCCOC 3-(9-((4-(aminomethyl)-2-(2-methoxyethoxy)phenyl)carbamoyl)-4,5-dihydrobenzo[b]thieno[2,3-d]oxepin-8-yl)-6-(propylcarbamoyl)picolinic acid